1,1-dimethyl-ethylhydroperoxide CC(C)(C)OO